N-(4-(4-(6-(cyclopentyl(hydroxy)methyl)pyridine-2-yl)-1H-1,2,3-triazol-1-yl)-3-(6-azaspiro[2.5]octan-6-yl)phenyl)methanesulfonamide C1(CCCC1)C(C1=CC=CC(=N1)C=1N=NN(C1)C1=C(C=C(C=C1)NS(=O)(=O)C)N1CCC2(CC2)CC1)O